C(CCCCCCCCCCCC)C(C(C(=O)[O-])S(=O)(=O)O)(C(=O)[O-])CCCCCCCCCCCCC.[Na+].C(CCCCC)C(C(C(=O)O)S(=O)(=O)O)(C(=O)O)CCCCCC.[Na+] sodium dihexylsulfosuccinate sodium ditridecylsulfosuccinate